C12(CC3CC(CC(C1)C3)C2)CN(C(C2=CC=C(C=C2)N2CCN(CC2)C(C2=CC(=C(C=C2)C2=CC(=CC=C2)O)C)=O)=O)C N-(1-Adamantylmethyl)-4-[4-[4-(3-hydroxyphenyl)-3-methylbenzoyl]piperazin-1-yl]-N-methylbenzamide